6-(4-carbamoyl-4-methyl-1-piperidinyl)-8-(2-chlorophenyl)-9-(4-chlorophenyl)purine-2-carboxylic acid C(N)(=O)C1(CCN(CC1)C1=C2N=C(N(C2=NC(=N1)C(=O)O)C1=CC=C(C=C1)Cl)C1=C(C=CC=C1)Cl)C